methyl [4-(4-chloro-5-{(6S)-2-[5-chloro-2-(1H-tetrazol-1-yl)phenyl]-4-oxo-4,6,7,8-tetrahydropyrrolo[1,2-a]pyrimidin-6-yl}-1H-imidazolyl)phenyl]carbamate ClC=1N=CN(C1[C@@H]1CCC=2N1C(C=C(N2)C2=C(C=CC(=C2)Cl)N2N=NN=C2)=O)C2=CC=C(C=C2)NC(OC)=O